C(C)(C)C=1N=CC2=CC(=CC=C2C1)C=1N=NC(=CC1)OC1CC(NC(C1)(C)C)(C)C 3-isopropyl-7-(6-((2,2,6,6-tetramethylpiperidin-4-yl)oxy)-pyridazin-3-yl)isoquinolin